OCCC=1C=2N(C=C(C1)C(=O)O)C=C(N2)C 8-(2-hydroxyethyl)-2-methylimidazo[1,2-a]pyridine-6-carboxylic acid